6-(2-chlorophenyl)-N-(3-(4-methylpiperazin-1-yl)phenyl)-8,9-dihydroimidazo[1',2':1,6]pyrido[2,3-d]pyrimidin-2-amine ClC1=C(C=CC=C1)C1=CC2=C(N=C(N=C2)NC2=CC(=CC=C2)N2CCN(CC2)C)N2C1=NCC2